2-(4-fluoro-2-(2-fluoropyridin-4-yl)-6-isopropylphenyl)-acetic acid tert-butyl ester C(C)(C)(C)OC(CC1=C(C=C(C=C1C(C)C)F)C1=CC(=NC=C1)F)=O